2-isopropyl-5,5-dimethyl-1,3-dioxane C(C)(C)C1OCC(CO1)(C)C